tert-butyl (4-amino-2-methoxybenzyl)carbamate NC1=CC(=C(CNC(OC(C)(C)C)=O)C=C1)OC